CC=1C=NC(=NC1)NC1=CC=C(C=C1)N1CCC(CC1)N1CCNCC1 5-methyl-2-((4-(4-(piperazin-1-yl)piperidin-1-yl)phenyl)amino)pyrimidine